Heptyl 2-ethylbutyrate C(C)C(C(=O)OCCCCCCC)CC